COC1=NN(C=C1NC1=NC=CC(=N1)C1=CNC2=C(C=CC=C12)NC([C@H](CC)N1CCN(CC1)C)=O)C (2S)-N-(3-{2-[(3-methoxy-1-methyl-1H-pyrazol-4-yl)amino]pyrimidin-4-yl}-1H-indol-7-yl)-2-(4-methylpiperazin-1-yl)butanamide